C1CS(=O)(=O)C2C1O2 epoxysulfolane